C(C)(=O)N1[C@H](CCC2=CC(=CC=C12)C1=CC=C(C=C1)NC(CNC(=O)C1=C(C=2N=C(N=C(C2S1)N1CCOCC1)Cl)C)=O)C (S)-N-(2-((4-(1-acetyl-2-methyl-1,2,3,4-tetrahydroquinolin-6-yl)phenyl)amino)-2-oxoethyl)-2-chloro-7-methyl-4-morpholinothieno[3,2-d]pyrimidine-6-carboxamide